NCC=1C=C2C=C(N(C2=CC1)CCCC(F)F)CN1C(N(C2=C1C=C(C=C2)F)C)=O 3-((5-(aminomethyl)-1-(4,4-difluorobutyl)-1H-indol-2-yl)methyl)-5-fluoro-1-methyl-1,3-dihydro-2H-benzo[d]imidazol-2-one